(S)-4-(((2,2-difluoroethyl)(methyl)amino)methyl)-N'-((1,2,3,5,6,7-hexahydro-s-indacen-4-yl)carbamoyl)benzenesulfonimidamide FC(CN(C)CC1=CC=C(C=C1)[S@](=O)(N)=NC(NC1=C2CCCC2=CC=2CCCC12)=O)F